(14S)-8-tert-butyl-12,12-dimethyl-17-[5-(pyrrolidin-1-yl)pyridin-2-yl]-2λ6-thia-3,9,11,18,23-pentaazatetracyclo[17.3.1.111,14.05,10]tetracosa-1(23),5(10),6,8,19,21-hexaene-2,2,4-trione C(C)(C)(C)C=1C=CC=2C(NS(C=3C=CC=C(NC(CC[C@H]4CC(N(C2N1)C4)(C)C)C4=NC=C(C=C4)N4CCCC4)N3)(=O)=O)=O